C(CCCCCCCCCCCCCCCCC)N1C(=C(C(C=C1)=O)O)O N-octadecyl-2,3-dihydroxypyridin-4-one